C(CCCCCCCC)C1=C2C=CC(=CC2=C(C=C1)CCCCCCCCC)S(=O)(=O)O 5,8-dinonyl-2-naphthalenesulfonic acid